N-(2,6-dioxopiperidin-3-yl)-1-methyl-1H-indole-3-carboxamide O=C1NC(CCC1NC(=O)C1=CN(C2=CC=CC=C12)C)=O